[OH-].[K+].BrC=1C=C2C(COCC2=CC1)(C(=O)O)C 6-Bromo-4-methyl-isochromane-4-carboxylic acid Potassium hydroxide